F\C(\C(=O)OC)=C/C1=CC=C2C(=N1)N(N=C2)C2OCCCC2 methyl (2Z)-2-fluoro-3-[1-(oxan-2-yl)pyrazolo[3,4-b]pyridin-6-yl]prop-2-enoate